C1COCC=2NC(C=3C=CC=CC3C21)=O 1,5-dihydro-2H-pyrano[3,4-c]isoquinolin-6(4H)-one